2-chloro-7-methylquinoline-4-carboxylate ClC1=NC2=CC(=CC=C2C(=C1)C(=O)[O-])C